C(C)(C)C1=C(NC2=CC(=C(C=C12)N1CCNCC1)C)C1=C2C(=NC=C1)NN=C2 4-(3-isopropyl-6-methyl-5-(piperazin-1-yl)-1H-indol-2-yl)-1H-pyrazolo[3,4-b]pyridine